2-[6-[(3R)-3-(aminomethyl)-1-piperidyl]pyridazin-3-yl]-3,5-dichloro-phenol NC[C@@H]1CN(CCC1)C1=CC=C(N=N1)C1=C(C=C(C=C1Cl)Cl)O